(3S)-1-methyl-3-(6-(2-methyl-2H-pyrazolo[3,4-b]pyridin-5-yl)thieno[2,3-b]pyridin-2-yl)-3-pyrrolidinol CN1C[C@](CC1)(O)C1=CC=2C(=NC(=CC2)C2=CC=3C(N=C2)=NN(C3)C)S1